tert-butyl-((2-methoxy-6-nitrophenyl) amino) piperidine-1-carboxylate N1(CCCCC1)C(=O)ON(C1=C(C=CC=C1[N+](=O)[O-])OC)C(C)(C)C